1-palmitoyl-2-oleoyl-sn-glycero-3-phospho-L-serine sodium salt [Na+].C(CCCCCCCCCCCCCCC)(=O)OC[C@@H](OC(CCCCCCC\C=C/CCCCCCCC)=O)COP(=O)(O)OC[C@H](N)C(=O)[O-]